C1N(CC12CNC2)C(=O)N2CC1(C2)CNC1 2,6-diazaspiro[3.3]Heptane-2-yl ketone